C(C)(C)N1N=C(N=C1C1[C@H]2CC(C[C@@H]12)N1[C@@H](COCC1)C)C=1C=NC=C(C1)C(F)(F)F (R)-4-((1R,3s,5S,6R)-6-(1-isopropyl-3-(5-(trifluoromethyl)pyridin-3-yl)-1H-1,2,4-triazol-5-yl)bicyclo[3.1.0]hexane-3-yl)-3-methylmorpholine